C(C1=CC=CC=C1)C1N(CCCC1)C benzyl-methyl-piperidine